dibutylamine ammonium salt [NH4+].C(CCC)NCCCC